(3S)-3-{[1-cyclopentyl-5-(2,6-dimethoxyphenyl)-1H-pyrazol-3-yl]formamido}-5-phenyl-N-(1H-1,2,3,4-tetrazol-5-ylmethyl)pentanamide C1(CCCC1)N1N=C(C=C1C1=C(C=CC=C1OC)OC)C(=O)N[C@H](CC(=O)NCC1=NN=NN1)CCC1=CC=CC=C1